N-(3-(4-chlorobenzyl)-1,2,4-thiadiazol-5-yl)-N'-(3-fluorobenzyl)spiro[3.3]heptane-2,6-diamine ClC1=CC=C(CC2=NSC(=N2)NC2CC3(C2)CC(C3)NCC3=CC(=CC=C3)F)C=C1